(S)-2-(2,6-difluoro-4-((R)-3-(trifluoromethyl)morpholino)benzoylamino)-3-(8-(4-methoxy-3-(trifluoromethyl)pyridin-2-yl)quinolin-5-yl)propionic acid FC1=C(C(=O)N[C@H](C(=O)O)CC2=C3C=CC=NC3=C(C=C2)C2=NC=CC(=C2C(F)(F)F)OC)C(=CC(=C1)N1[C@H](COCC1)C(F)(F)F)F